C(C)(C)(C)OC(=O)NC=1C=CC(=C(C1)NC(OCC1C2=CC=CC=C2C=2C=CC=CC12)=O)C 9H-fluoren-9-ylmethyl N-[5-(tert-butoxycarbonylamino)-2-methyl-phenyl]carbamate